C(C)(=O)C=1C(OC2=C(C1N1CCOCC1)C=CC(=C2)NC2=NC=CC(=N2)C=2C=CC1=C(N(N=N1)C)C2)=O 3-acetyl-7-((4-(1-methyl-1H-benzo[d][1,2,3]triazol-6-yl)pyrimidin-2-yl)amino)-4-morpholinyl-2H-benzopyran-2-one